N1N=CC=2C1=NC=C(C2)N2CCC(CC2)N(C(=O)NC=2C(N(C=C(C2)C(F)(F)F)C)=O)C 1-(1-(1H-pyrazolo[3,4-b]pyridin-5-yl)piperidin-4-yl)-1-methyl-3-(1-methyl-2-oxo-5-(trifluoromethyl)-1,2-dihydropyridin-3-yl)urea